N-(6-([1,1'-biphenyl]-3-ylmethyl)-5-(bicyclo[1.1.0]butane-1-carbonyl)-5-azaspiro[2.4]heptan-7-yl)methanesulfonamide C1(=CC(=CC=C1)CC1N(CC2(CC2)C1NS(=O)(=O)C)C(=O)C12CC2C1)C1=CC=CC=C1